4,2,2-trimethyl-hexanediol dimethacrylate C(C(=C)C)(=O)OC(C(CC(CC)C)(C)C)OC(C(=C)C)=O